N=1C=CN2C1N=CC(=C2)C2=CNC=1N=C(N=C(C12)OC)NC1CC(C1)(C)C(=O)N1CCCC1 ((1r,3r)-3-((5-(imidazo[1,2-a]pyrimidin-6-yl)-4-methoxy-7H-pyrrolo[2,3-d]pyrimidin-2-yl)amino)-1-methylcyclobutyl)(pyrrolidin-1-yl)methanone